6-[(3R)-3-{[tert-butyl(dimethyl)silyl]oxy}-3-methylpiperidin-1-yl]-2-{[(2R,7aS)-2-fluorotetrahydro-1H-pyrrolizin-7a(5H)-yl]methoxy}-7-(3-methoxycyclobutyl)-7H-purine [Si](C)(C)(C(C)(C)C)O[C@]1(CN(CCC1)C1=C2N(C=NC2=NC(=N1)OC[C@]12CCCN2C[C@@H](C1)F)C1CC(C1)OC)C